1,4-BUTANEDIOL C(CCCO)O